(6β,7α,20R)-cyanomethyl-6-ethyl-7-hydroxy-4-pregnen-3-one C(#N)CCC[C@H]1CC[C@H]2[C@@H]3[C@@H]([C@H](C4=CC(CC[C@]4(C)[C@H]3CC[C@]12C)=O)CC)O